methyl 2-amino-5-fluoro-6-(trifluoromethyl)nicotinate NC1=C(C(=O)OC)C=C(C(=N1)C(F)(F)F)F